C(C)(CC)OCC(=O)O 2-(sec-butoxy)acetic acid